Diethyl ((7-bromonaphthalen-2-yl)methyl)phosphonate BrC1=CC=C2C=CC(=CC2=C1)CP(OCC)(OCC)=O